C=C1CC(CN(CC1)C(=O)OC(C)(C)C)C(=O)OCC 1-tert-butyl 3-ethyl 5-methylideneazepane-1,3-dicarboxylate